methyl 2-azidoacetate N(=[N+]=[N-])CC(=O)OC